Cl.FC1=C(CN2N=CC(=C2)CN)C=CC(=C1OC)F (1-(2,4-difluoro-3-methoxybenzyl)-1H-pyrazol-4-yl)methylamine hydrochloride